C(C)(C)(C)C1=CC=C(C)C=C1 4-tert-butyltoluene